ethyl 2-[(4S)-4-[2-[5-[(4,6-difluoro-1H-indol-5-yl)oxy]-2-fluoro-phenyl]-1H-imidazol-4-yl]-4-methyl-chroman-8-yl]acetate FC1=C2C=CNC2=CC(=C1OC=1C=CC(=C(C1)C=1NC=C(N1)[C@]1(CCOC2=C(C=CC=C12)CC(=O)OCC)C)F)F